[6-[4-fluoro-2-(2-methyl-5-propan-2-ylpyrazol-3-yl)oxyphenyl]pyridin-3-yl]methanamine FC1=CC(=C(C=C1)C1=CC=C(C=N1)CN)OC=1N(N=C(C1)C(C)C)C